NC=1C2=C(N=CN1)N(C=C2C2=C(C=C(C=C2)NC(C(O)C2=C(C=CC=C2)F)=O)C)C N-(4-(4-amino-7-methyl-7H-pyrrolo[2,3-d]pyrimidin-5-yl)-3-methylphenyl)-2-(2-fluorophenyl)-2-hydroxyacetamide